acetylpanthenol C(C)(=O)C(O)CCNC([C@H](O)C(C)(C)CO)=O